Cl.C(=C)N(CCNCCC[Si](OC)(OC)OC)CC1=CC=CC=C1 N-(2-(vinylbenzylamino)ethyl)-3-aminopropyl-trimethoxysilane hydrochloride